C[C@]1(C[C@]2(CN(C(O2)=O)CC=2N=NN(C2)C(C)C)CCC1)CN1C=NC2=C1C=C(C=C2)C#N 1-[((5S,7S)-7-methyl-3-{[1-(1-methylethyl)-1H-1,2,3-triazol-4-yl]methyl}-2-oxo-1-oxa-3-azaspiro[4.5]dec-7-yl)methyl]-1H-benzimidazole-6-carbonitrile